tert-Butyl 4-(1-((3-fluorophenyl)sulfonyl)-3-hydroxycyclobutyl)piperidine-1-carboxylate FC=1C=C(C=CC1)S(=O)(=O)C1(CC(C1)O)C1CCN(CC1)C(=O)OC(C)(C)C